N-(6-amino-5-methyl-3-pyridyl)-2-oxo-2-[rac-(2R,4R,5S)-2-(1,3-benzothiazol-5-yl)-4-isobutyl-5-methyl-1-piperidyl]acetamide NC1=C(C=C(C=N1)NC(C(N1[C@H](C[C@H]([C@@H](C1)C)CC(C)C)C=1C=CC2=C(N=CS2)C1)=O)=O)C |r|